N12CCN(CCCN(CCN(CCC1)CC(=O)O)CC2)CC(=O)O 2,2'-(1,4,8,11-tetraazabicyclo[6.6.2]hexadecane-4,11-diyl)diacetic acid